1-amino-1-(2-fluoro-4-((2-methylpentyl)oxy)phenyl)-2-methylpropan-2-ol NC(C(C)(O)C)C1=C(C=C(C=C1)OCC(CCC)C)F